FC1=CC(=C(C=C1CS(=O)(=O)C)C1=CN(C(C2=CC=C(C=C12)C=1C=NN(C1)C)=O)C)OC 4-[4-fluoro-2-methoxy-5-(methylsulfonylmethyl)phenyl]-2-methyl-6-(1-methylpyrazol-4-yl)isoquinolin-1-one